C1(=C(C(=CC=C1)[2H])C1=C(C=CC=C1C=1C(=CC=CC1)O)O)O terphenol-d